4-(3-(5-amino-6-((1-(1-methylpiperidin-4-yl)-1H-pyrazol-4-yl)oxy)pyrazin-2-yl)-5-methylphenyl)tetrahydro-2H-pyran-4-ol NC=1N=CC(=NC1OC=1C=NN(C1)C1CCN(CC1)C)C=1C=C(C=C(C1)C)C1(CCOCC1)O